[3-(1H-pyrazol-5-yl)phenyl]-boronic acid hydrate O.N1N=CC=C1C=1C=C(C=CC1)B(O)O